6-bromo-2,2-dimethyl-2,3-dihydrobenzo[B][1,4]dioxin BrC1=CC2=C(OC(CO2)(C)C)C=C1